N=1C=NN2C1C=CC(=C2)C=2C=CN1N=C(N=C(C12)OC([2H])([2H])[2H])NC1CCC(CC1)(O)C (1r,4r)-4-((5-([1,2,4]triazolo[1,5-a]pyridin-6-yl)-4-(methoxy-d3)pyrrolo[2,1-f][1,2,4]triazin-2-yl)amino)-1-methylcyclohexan-1-ol